ClC=1N=C(C=2OCC[C@H]3N(C2N1)CCC3)N3C[C@@H](CC3)NC (R)-1-((S)-2-chloro-6,7,7a,8,9,10-hexahydropyrimido[5,4-b]pyrrolo[1,2-d][1,4]oxazepin-4-yl)-N-methylpyrrolidin-3-amine